NC1=NN(C=C1C=1C=2N(C=C(N1)Cl)N=CC2)C2(CC(C2)C#N)CC#N (1R,3r)-3-(3-amino-4-(6-chloropyrazolo[1,5-a]pyrazin-4-yl)-1H-pyrazol-1-yl)-3-(cyanomethyl)cyclobutane-1-carbonitrile